COC([O-])=O.C(CCCCCCC)[P+](C)(CCCCCCCC)CCCCCCCC tri-n-octylmethylphosphonium methyl-carbonate